C(#N)C1=NN(C(=C1NC(C(F)(F)F)=O)C(=O)OC)C1=CC(=CC=C1)OC methyl 3-cyano-1-(3-methoxyphenyl)-4-(2,2,2-trifluoroacetamido)-1H-pyrazole-5-carboxylate